(S)-2-((S)-3-(5-(aminomethyl)-6-oxo-1,6-dihydropyridin-3-yl)-4,4-difluoropiperidin-1-yl)-N-(6-(cyclopropyl-methoxy)pyridazin-3-yl)propanamide NCC1=CC(=CNC1=O)[C@H]1CN(CCC1(F)F)[C@H](C(=O)NC=1N=NC(=CC1)OCC1CC1)C